(2S,3R)-5,7-bis(benzyloxy)-2-(4,5-bis(benzyloxy)-2-methylphenyl)chroman-3-yl 3,4,5-tris(benzyloxy)benzoate C(C1=CC=CC=C1)OC=1C=C(C(=O)O[C@H]2[C@@H](OC3=CC(=CC(=C3C2)OCC2=CC=CC=C2)OCC2=CC=CC=C2)C2=C(C=C(C(=C2)OCC2=CC=CC=C2)OCC2=CC=CC=C2)C)C=C(C1OCC1=CC=CC=C1)OCC1=CC=CC=C1